4-((8-(4-Cyanobenzyl)-8-azabicyclo[3.2.1]octan-3-yl)amino)-N-methyl-1H-pyrrolo[2,3-b]pyridine-5-carboxamide C(#N)C1=CC=C(CN2C3CC(CC2CC3)NC3=C2C(=NC=C3C(=O)NC)NC=C2)C=C1